[3-Fluoro-4-(3-{[(3S)-2-oxo-5-phenyl-1,3-dihydro-1,4-benzodiazepin-3-yl]carbamoyl}pyrazolo[1,5-a]pyrimidin-2-yl)phenyl]methyl (2S)-2-amino-3-methylbutanoate hydrochloride Cl.N[C@H](C(=O)OCC1=CC(=C(C=C1)C1=NN2C(N=CC=C2)=C1C(N[C@@H]1C(NC2=C(C(=N1)C1=CC=CC=C1)C=CC=C2)=O)=O)F)C(C)C